OC1=NC=CC(=C1C(F)(F)F)[N+](=O)[O-] 2-hydroxy-4-nitro-3-trifluoromethylpyridine